C(\C=C\CCC)(=O)OC(C)CCCC (E)-2-Hexyl hexenoate